CC1=CC=C2C(C(=COC2=C1)C=O)=O 7-METHYL-4-OXO-4H-CHROMENE-3-CARBALDEHYDE